lauryl methyl-amino ether dimethyl-phosphate COP(=O)(OC)O.CNOCCCCCCCCCCCC